NCCOCCOCCNC(C1=CC(=C(C=C1)NCC1=CC=C(C=C1)C(F)(F)F)C=1N=CN(C1)C)=O N-[2-[2-(2-aminoethoxy)ethoxy]ethyl]-3-(1-methylimidazol-4-yl)-4-[[4-(trifluoromethyl)phenyl]methylamino]benzamide